CCCCCCCCC(N)N Nonanediamine